tert-butyl 5-[2-(2-amino-3-bromo-5-methoxycarbonyl-phenyl)ethynyl]-3,6-dihydro-2H-pyridine-1-carboxylate NC1=C(C=C(C=C1Br)C(=O)OC)C#CC1=CCCN(C1)C(=O)OC(C)(C)C